tert-hexyltris(dimethylamino)tin C(C)(C)(CCC)[Sn](N(C)C)(N(C)C)N(C)C